3-methyl-4-((7-methyl-8-oxo-9-(tetrahydro-2H-pyran-4-yl)-8,9-dihydro-7H-purin-2-yl)amino)benzoic acid CC=1C=C(C(=O)O)C=CC1NC1=NC=C2N(C(N(C2=N1)C1CCOCC1)=O)C